5,6-di(2'-hydroxyethyl)bicyclo[2.2.1]Hept-2-ene OCCC1C2C=CC(C1CCO)C2